O([C@H]1[C@H](O)[C@@H](O)[C@H](O)[C@H](O1)CO)C1=C(C=CC=C1)CC1=CC=C(C=C1)SCC 2-(4-ethylthiobenzyl)phenyl β-D-glucopyranoside